OC1=C(C(=C(C#N)C=C1OC)CC1=CC=CC2=CC=CC=C12)C#N 4-hydroxy-5-methoxy-2-(naphthalen-1-ylmethyl)isophthalonitrile